N-(5-(((7-(1H-Pyrazol-4-yl)-2,3-dihydrofuro[3,2-c]pyridin-4-yl)amino)methyl)-2-fluorophenyl)-1,2,3,4-tetrahydroisochinolin-6-carboxamid N1N=CC(=C1)C=1C2=C(C(=NC1)NCC=1C=CC(=C(C1)NC(=O)C=1C=C3CCNCC3=CC1)F)CCO2